ClC1=CC=C2C(=CNC2=C1C1=NC=CN=C1F)S(=O)(=O)NC1=NC(=C(C(=N1)OC)OC(F)F)OC 6-chloro-N-[5-(difluoromethoxy)-4,6-dimethoxy-pyrimidin-2-yl]-7-(3-fluoropyrazin-2-yl)-1H-indole-3-sulfonic acid amide